S1C(=NC2=C1C=CC=C2)CN2CCN(CC2)C2=C(C#N)C(=CC(=C2)C2CC2)C2CC2 2-(4-(benzo[d]thiazol-2-ylmethyl)piperazin-1-yl)-4,6-dicyclopropylbenzonitrile